C1(=CC=CC=C1)C#CC1=C(C=C(C=C1)F)[N+](=O)[O-] 2-(phenylethynyl)-5-fluoronitrobenzene